NC1CCN(CC1)C1=C(C(=NC=C1C1=CC(=CC(=C1)C)Cl)N)C1=NC2=C(N1)C(=CC(=C2)F)F 4-(4-aminopiperidin-1-yl)-5-(3-chloro-5-methylphenyl)-3-(5,7-difluoro-1H-1,3-benzodiazol-2-yl)pyridin-2-amine